6-(2-chlorobenzyl)-2-{3-[4-(pyrrolidin-1-yl)butyl]ureido}-4,5,6,7-tetrahydrothieno[2,3-c]pyridine-3-carboxamide ClC1=C(CN2CC3=C(CC2)C(=C(S3)NC(=O)NCCCCN3CCCC3)C(=O)N)C=CC=C1